(3R,7S)-12-(benzyloxy)-3-(hydroxymethyl)-1,11-dioxo-N-(2,4,6-trifluorobenzyl)-1,4,5,6,7,11-hexahydro-3H-2,7-methanopyrido[1,2-a][1,4]diazonine-10-carboxamide C(C1=CC=CC=C1)OC=1C(C(=CN2C1C(N1[C@H](CCC[C@H]2C1)CO)=O)C(=O)NCC1=C(C=C(C=C1F)F)F)=O